ethyl 2-((5-(3-(aminomethyl)phenyl)benzofuran-3-yl)methoxy)-3-(2-ethoxy-2-oxoethyl)benzoate NCC=1C=C(C=CC1)C=1C=CC2=C(C(=CO2)COC2=C(C(=O)OCC)C=CC=C2CC(=O)OCC)C1